C(C)OC(CCC(=O)OCC)C ethyl 4-ethoxy-pentanoate